C(C)(C)(C)OC(=O)N(C1=CC(=NC=2N1N=CC2C2CC2)OCC2CN(C2)C(=O)OC(C)(C)C)CC2=CC=C(C=C2)C2=NC=CC=C2 tert-butyl 3-(((7-((tert-butoxycarbonyl)(4-(pyridin-2-yl)benzyl)amino)-3-cyclopropylpyrazolo[1,5-a]pyrimidin-5-yl)oxy)methyl)azetidine-1-carboxylate